C(C)(C)(C)NCCCCCCCCN N-(tert-butyl)octane-1,8-diamine